BrC=1C=C2C(=NC1OC)N(N=C2)C 5-bromo-6-methoxy-1-methyl-1H-pyrazolo[3,4-b]Pyridine